NCCOC(CCC\C=C/C\C=C/C\C=C/C\C=C/CCCCC)=O arachidonic acid (2-aminoethyl) ester